2-((7-Isopropyl-1-oxaspiro[4.4]non-2-yl)oxy)ethane-1-ol C(C)(C)C1CC2(CCC(O2)OCCO)CC1